C1(=CC=CC=C1)S(=O)(=O)N1C=CC2=CC=CC(=C12)N 1-(benzenesulfonyl)-1H-indol-7-amine